6-[4-(2-fluoroprop-2-enoylamino)-6-quinolyl]-N-(1-methyl-4-piperidyl)pyridine-2-carboxamide FC(C(=O)NC1=CC=NC2=CC=C(C=C12)C1=CC=CC(=N1)C(=O)NC1CCN(CC1)C)=C